4-benzyloxy-1-(4-fluorophenyl)indole C(C1=CC=CC=C1)OC1=C2C=CN(C2=CC=C1)C1=CC=C(C=C1)F